FC=1C=CC(=NC1)N1C=NC=2C=NCCC21 1-(5-fluoropyridin-2-yl)-6,7-dihydro-1H-imidazo[4,5-c]pyridin